C1(CCCCC1)NC([O-])=O cyclohexylcarbamate